(+/-)-oxiran-2-yl-methanol O1[C@@H](C1)CO |r|